N-[5-[4-[[(3S,4S)-4-hydroxy-1-methyl-pyrrolidin-3-yl]methoxy]-2-methyl-pyrazol-3-yl]pyrazolo[1,5-a]pyridin-2-yl]cyclopropanecarboxamide O[C@H]1[C@@H](CN(C1)C)COC1=C(N(N=C1)C)C1=CC=2N(C=C1)N=C(C2)NC(=O)C2CC2